4-hydroxy-1-phenyl-3-(2,2,2-trifluoroethan-1-on-1-yl)benzo[h]quinolin OC1=C(CN(C2=C3C(=CC=C12)C=CC=C3)C3=CC=CC=C3)C(C(F)(F)F)=O